(3-bromo-8-methyl-imidazo[1,2-a]pyridin-6-yl)-(6-fluoro-4-methyl-2,3-dihydroquinoxalin-1-yl)methanone BrC1=CN=C2N1C=C(C=C2C)C(=O)N2CCN(C1=CC(=CC=C21)F)C